C(N)(=N)C1=CC=C(C(=O)N2CCN(CC2)C(=O)C=2C=C(C(=O)OC)C=C(C2)CN2CCN(CC2)C(N)=N)C=C1 methyl 3-[4-(4-carbamimidoylbenzoyl)piperazine-1-carbonyl]-5-[(4-carbamimidoylpiperazin-1-yl)methyl]benzoate